FS(C1=CC(=C(C=C1)I)OC)(F)(F)(F)F Pentafluoro-(4-iodo-3-methoxy-phenyl)-λ6-sulfane